2-Cyclopropyl-8-(5-hydroxypyrimidin-2-yl)-2,8-diazaspiro[4.5]decan-1-one C1(CC1)N1C(C2(CC1)CCN(CC2)C2=NC=C(C=N2)O)=O